3-(4-amino-3-((diphenylmethylene)amino)phenyl)oxetan-3-ol NC1=C(C=C(C=C1)C1(COC1)O)N=C(C1=CC=CC=C1)C1=CC=CC=C1